2-(4-chloro-N-[(2S)-4-[3-chloro-4-(trifluoromethyl)phenyl]-2-(9H-fluoren-9-ylmethoxycarbonylamino)butanoyl]anilino)acetic acid ClC1=CC=C(N(C([C@H](CCC2=CC(=C(C=C2)C(F)(F)F)Cl)NC(=O)OCC2C3=CC=CC=C3C=3C=CC=CC23)=O)CC(=O)O)C=C1